5-[(3R,5S)-3,5-dimethylpiperazin-1-yl]pyridin-2-amine C[C@@H]1CN(C[C@@H](N1)C)C=1C=CC(=NC1)N